BrC1=C(C(=C(C=C1)C1C(NC(CC1)=O)=O)F)OC 3-(4-bromo-2-fluoro-3-methoxyphenyl)piperidine-2,6-dione